ClC1=CN=C(S1)NC(C1=C(C=CC=C1)O)=O N-(5-chlorothiazol-2-yl)hydroxybenzoic acid amide